N-(5-(3-(3,3-dimethylpyrrolidin-1-yl)propanamido)-2-methylpyridin-3-yl)-2-(1-(2-methoxyethyl)-1H-pyrazol-4-yl)pyrazolo[5,1-b]thiazole-7-carboxamide CC1(CN(CC1)CCC(=O)NC=1C=C(C(=NC1)C)NC(=O)C=1C=NN2C1SC(=C2)C=2C=NN(C2)CCOC)C